Cl.NC(C(=O)N1C[C@@H](N(CC1)C(=O)NC1=NC(N(C=C1)C1=CC=C(C=C1)CN1CCC(CC1)N)=O)CC)(C)C (S)-4-(2-Amino-2-methylpropanoyl)-N-(1-(4-((4-aminopiperidin-1-yl)methyl)phenyl)-2-oxo-1,2-dihydropyrimidin-4-yl)-2-ethylpiperazine-1-carboxamide hydrochloride salt